C(C)O[C@@H]1CC[C@H](CC1)N1N=C(C(=C1)[N+](=O)[O-])C1=NC=CN=C1 2-(1-(trans-4-ethoxycyclohexyl)-4-nitro-1H-pyrazol-3-yl)pyrazine